C(CCC)OB([O-])[O-].C1(=CC=CC=C1)[PH+](C1=CC=CC=C1)C1=CC=CC=C1.C1(=CC=CC=C1)[PH+](C1=CC=CC=C1)C1=CC=CC=C1 triphenylphosphonium (n-butyl)borate